di(m-trifluoromethylphenyl)methylene(cyclopentadienyl)(2,7-diphenyl-3,6-di-t-butylfluorenyl)zirconium dichloride [Cl-].[Cl-].FC(C=1C=C(C=CC1)C(=[Zr+2](C1=C(C(=CC=2C3=CC(=C(C=C3CC12)C1=CC=CC=C1)C(C)(C)C)C(C)(C)C)C1=CC=CC=C1)C1C=CC=C1)C1=CC(=CC=C1)C(F)(F)F)(F)F